Cl.CN(C=1SC2=C(N1)SC(=N2)C2=C(C=C(C=C2)C=2C=NN(C2)C)O)C2CCNCC2 2-{5-[Methyl(piperidin-4-yl)amino][1,3]thiazolo[5,4-d][1,3]thiazol-2-yl}-5-(1-methyl-1H-pyrazol-4-yl)phenol Hydrochlorid